OC(C)(C)C1CN(C1)[C@H]1CN(CC1)C(=O)OC(C)(C)C tert-Butyl (R)-3-(3-(2-hydroxypropan-2-yl)azetidin-1-yl)pyrrolidine-1-carboxylate